ClC1=C(C=C(C=C1)OCC(C)C)CN1N=C(C=C1)C=1C(=C(C(=O)N)C(=CC1)F)F [1-({2-chloro-5-[(2-methylpropyl)oxy]phenyl}methyl)-1H-pyrazol-3-yl]-2,6-difluorobenzamide